C1(CCC1)OC1=NC=CC(=C1)N1N=C(C=C1Br)Br 2-cyclobutyloxy-4-(3,5-dibromo-1H-pyrazol-1-yl)pyridine